Cl.COC1(CC1)C12CNC(C1)C2 4-(1-methoxycyclopropyl)-2-azabicyclo[2.1.1]hexane hydrochloride